[Si](C1=CC=CC=C1)(C1=CC=CC=C1)(C(C)(C)C)OCC1N(CC2=NC(=CC=C21)CO)C(=O)OC(C)(C)C tert-butyl 5-(((tert-butyldiphenylsilyl) oxy) methyl)-2-(hydroxymethyl)-5,7-dihydro-6H-pyrrolo[3,4-b]pyridine-6-carboxylate